CC(CC1=CC=C(C=C1)C#C[Si](C)(C)C)(C)N([C@@H](C)C(=O)O)C(=O)OC(C)(C)C.FC(C(=O)NCCOC(C)(C)OCCC(C(=O)N)=C)(F)F 2-(2-(2-(2-(trifluoroacetamido)ethoxy)prop-2-yloxy)ethyl)acrylamide 2-methyl-1-(4-((trimethylsilyl)ethynyl)phenyl)propan-2-yl-(tert-butoxycarbonyl)alaninate